(+)-N-[(2R)-2,3-dihydroxypropyl]-2-(3-fluorophenyl)-3-oxo-6-[4-(trifluoromethyl)phenyl]-2,3-dihydropyridazine-4-carboxamide O[C@H](CNC(=O)C=1C(N(N=C(C1)C1=CC=C(C=C1)C(F)(F)F)C1=CC(=CC=C1)F)=O)CO